3,4-dimethoxybenzylamine COC=1C=C(CN)C=CC1OC